CC(C=C)(CCC=C(C)C)O 3,7-dimethyl-oct-1,6-dien-3-ol